ClC1=CC=C(C=C1)[C@H](CC1=NOC(=N1)CN1C(N2C(CCCC2)C1=O)=O)O 2-((3-((S)-2-(4-chlorophenyl)-2-hydroxyethyl)-1,2,4-oxadiazol-5-yl)methyl)tetrahydroimidazo[1,5-a]pyridine-1,3(2H,5H)-dione